lithium diisopropylamide, lithium salt [Li+].C(C)(C)[N-]C(C)C.[Li+].C(C)(C)[N-]C(C)C